diethyl (3-(4-amino-7-((1s,3s)-3-(azetidin-1-ylmethyl)cyclobutyl)-7H-pyrrolo[2,3-d]pyrimidin-5-yl)phenoxy)methylphosphonate NC=1C2=C(N=CN1)N(C=C2C=2C=C(OCP(OCC)(OCC)=O)C=CC2)C2CC(C2)CN2CCC2